C(#N)C(C(=O)NC([O-])=O)=NNC1=CC(=C(C(=C1)Cl)OC=1C=C2CCN(C(C2=CC1)=O)CC1=CC(=CC=C1)OC(F)(F)F)Cl (2-cyano-2-(2-(3,5-dichloro-4-((1-oxo-2-(3-(trifluoromethoxy)benzyl)-1,2,3,4-tetrahydroisoquinolin-6-yl)oxy)phenyl)hydrazono)acetyl)carbamate